(R)-2-(((benzyloxy) carbonyl) amino)-3-methylbutyrate C(C1=CC=CC=C1)OC(=O)N[C@@H](C(=O)[O-])C(C)C